NC1=NC=C(C2=C1C(=NN2C(C)C)C2=CC(=C(C=C2)NS(=O)(=O)CC2=C(C=CC=C2)Cl)F)C2CCC(CC2)NC(COC)C N-(4-(4-amino-1-isopropyl-7-((1r,4r)-4-((1-methoxypropane-2-yl)amino)cyclohexyl)-1H-pyrazolo[4,3-c]pyridin-3-yl)-2-fluorophenyl)-1-(2-chlorophenyl)methanesulfonamide